(S)-N-(4-chloro-1-oxo-3-(1-((5-oxo-5,8-dihydropyrido[2,3-d]pyrimidin-4-yl)amino)ethyl)-2-phenyl-1,2-dihydroisoquinolin-8-yl)benzamide ClC1=C(N(C(C2=C(C=CC=C12)NC(C1=CC=CC=C1)=O)=O)C1=CC=CC=C1)[C@H](C)NC=1C2=C(N=CN1)NC=CC2=O